α-bromo-2-nitrotoluene BrCC1=C(C=CC=C1)[N+](=O)[O-]